4-(3-Isopropyl-2-(8-methoxy-[1,2,4]triazolo[1,5-a]pyridin-6-yl)-1H-indol-5-yl)cyclohexanamin C(C)(C)C1=C(NC2=CC=C(C=C12)C1CCC(CC1)N)C=1C=C(C=2N(C1)N=CN2)OC